FC(C(C1=CN(C2=CC(=C(C=C12)F)C1=C(C=CC=C1)C(F)(F)F)CC(C)(C)C)NS(=O)(=O)C12CC(C1)C2)F N-(2,2-difluoro-1-(5-fluoro-1-neopentyl-6-(2-(trifluoromethyl)phenyl)-1H-indol-3-yl)ethyl)bicyclo[1.1.1]pentane-1-sulfonamide